1,1'-binaphthyldicarboxylate C1(=C(C(=CC2=CC=CC=C12)C(=O)[O-])C(=O)[O-])C1=CC=CC2=CC=CC=C12